BrC=1C=CC=C2C=C(C(=NC12)Cl)C(O)C1=CC(=CC=C1)OC(F)(F)F (8-bromo-2-chloroquinolin-3-yl)(3-(trifluoromethoxy)phenyl)methanol